O1C(=CC2=C1C=CC=C2)C(N2CCN(CC2)C2=C(C=NC=C2Cl)Cl)C2=NN=NN2CCCC 1-(benzofuran-2-yl(1-butyl-1H-tetrazol-5-yl)methyl)-4-(3,5-dichloropyridin-4-yl)piperazine